calcium borate oxygen erbium gadolinium [Gd+3].[Er+3].[O+2].B([O-])([O-])[O-].[Ca+2]